C(=O)O.ClC=1C=C2CCCN(C2=C(C1)C=1C2=C(N=CN1)C=C(S2)CN2C(CCC2=O)=O)[C@@H]2CNC1(CCC1)C2 (S)-1-((4-(6-chloro-1-(5-azaspiro[3.4]octan-7-yl)-1,2,3,4-tetrahydroquinolin-8-yl)thieno[3,2-d]pyrimidin-6-yl)methyl)pyrrolidine-2,5-dione, formic acid salt